FC1=C(C(=CC=C1)OC)C1=NC=CC(=N1)NC1=NC=C(C(=C1)N1CC(C1)O)C#CC1CCOCC1 1-(2-((2-(2-fluoro-6-methoxyphenyl)pyrimidin-4-yl)amino)-5-((tetrahydro-2H-pyran-4-yl)ethynyl)pyridin-4-yl)azetidin-3-ol